[1,1'-binaphthalene]-2,2'-diamine C=1(C(=CC=C2C=CC=CC12)N)C=1C(=CC=C2C=CC=CC12)N